C[C@H]1[C@H]([C@H]([C@@H]([C@@H](O1)O[C@H]2[C@@H]([C@H](OC([C@@H]2NC(=O)C)O)CO)O[C@H]3[C@@H]([C@H]([C@H]([C@H](O3)CO)O)OS(=O)(=O)O)O)O)O)O The molecule is an amino trisaccharide that consists of N-acetyl-D-glucosamine having an alpha-L-fucosyl residue attached at position 3 and a 3-sulfated beta-D-galactosyl residue attached at position 4. It has a role as an epitope. It is an amino trisaccharide and an oligosaccharide sulfate.